3-[[5-[2-[(1-methylsulfonylpiperidin-4-yl)amino]-5-(trifluoromethyl)pyrimidin-4-yl]-1,3-thiazol-2-yl]amino]butan-2-ol CS(=O)(=O)N1CCC(CC1)NC1=NC=C(C(=N1)C1=CN=C(S1)NC(C(C)O)C)C(F)(F)F